5-chloro-8-[[(3r,4r)-1-(4-chloro-2,6-difluorophenyl)-3,4-dihydroxypiperidin-4-yl]methoxy]-4H-1,4-benzoxazin-3-one ClC1=CC=C(C2=C1NC(CO2)=O)OC[C@]2([C@@H](CN(CC2)C2=C(C=C(C=C2F)Cl)F)O)O